BrC1=C(OCCO)C=CC(=C1)F 2-(2-bromo-4-fluorophenoxy)ethane-1-ol